methyl-2-(4-(bromomethyl)phenyl)acetate COC(CC1=CC=C(C=C1)CBr)=O